C(CCC)OCC(=O)O butyl-oxyacetic acid